C(#N)C1=C(C=CC(=C1)OCCOC)C=1C=C(C=2N=CN=C(C2N1)N[C@@H]1CNCCC1)C(=O)N 6-[2-cyano-4-(2-methoxyethoxy)phenyl]-4-{[(3S)-piperidin-3-yl]amino}pyrido[3,2-d]pyrimidine-8-carboxamide